3-(4-((3,3-difluoropropyl)sulfonamido)phenyl)-5-(pyrazin-2-ylamino)-1H-pyrazole-4-carboxamide FC(CCS(=O)(=O)NC1=CC=C(C=C1)C1=NNC(=C1C(=O)N)NC1=NC=CN=C1)F